BrC=1C(=C2C(=NC1)NC(=N2)C2=CC=C(C=C2)N2CCC(CC2)CCOC)NC2CCN(CC2)CC 6-Bromo-N-(1-ethylpiperidin-4-yl)-2-{4-[4-(2-methoxyethyl)piperidin-1-yl]phenyl}-3H-imidazo[4,5-b]pyridin-7-amine